ClC=1C=C(C=NC1N1N=CC=N1)NC(=O)C=1C=NN(C1C(F)(F)F)C1=C2C=CC(=NC2=CC=C1)C N-(5-chloro-6-(2H-1,2,3-triazol-2-yl)pyridin-3-yl)-1-(2-methylquinolin-5-yl)-5-(trifluoromethyl)-1H-pyrazole-4-carboxamide